2-bromo-4-(tert-butyl)-6-(2-(methyl-d3)propan-2-yl-1,1,1,3,3,3-d6)-3-nitrophenyl methyl carbonate C(OC1=C(C(=C(C=C1C(C([2H])([2H])[2H])(C([2H])([2H])[2H])C([2H])([2H])[2H])C(C)(C)C)[N+](=O)[O-])Br)(OC)=O